4-methyl-3,5-dihydro-2H-1,4-benzodiazepine CN1CCNC2=C(C1)C=CC=C2